6-(1-(2-ethoxyethyl)-4-(4-fluorophenyl)-1H-imidazol-5-yl)imidazo[1,2-a]pyridine-3-carboxamide C(C)OCCN1C=NC(=C1C=1C=CC=2N(C1)C(=CN2)C(=O)N)C2=CC=C(C=C2)F